(E)-(5H-benzo[e]pyrrolo[1,2-a][1,4]diazepin-10(11H)-yl)(2-chloro-4-(m-tolyldiazenyl)phenyl)methanone C=1C=CN2C1CN(C1=C(C2)C=CC=C1)C(=O)C1=C(C=C(C=C1)\N=N\C=1C=C(C=CC1)C)Cl